FC[C@H](CN(CC[C@@H](C(=O)O)NC(=O)C1CCCC=2N1N=CC2)CCCCC2=NC=1NCCCC1C=C2)OC (2S)-4-(((S)-3-fluoro-2-methoxypropyl)(4-(5,6,7,8-tetrahydro-1,8-naphthyridin-2-yl)butyl)amino)-2-(4,5,6,7-tetrahydropyrazolo[1,5-a]pyridine-7-carboxamido)butanoic acid